NC1=C(C=2C(=NC(=C(C2)C)C)N1C1=C(C(=CC=C1C)O)C)C(=O)N1CCC(CC1)O (2-Amino-1-(3-hydroxy-2,6-dimethylphenyl)-5,6-dimethyl-1H-pyrrolo[2,3-b]pyridin-3-yl)(4-hydroxypiperidin-1-yl)methanone